C1(CC1)S(=O)(=O)N1CCC(CC1)NC=1N=CC2=C(N1)C(=NC(=C2)C)N2CC1(C2)CN(CC1)C(=O)OC(C)(C)C tert-butyl 2-(2-((1-(cyclopropylsulfonyl) piperidin-4-yl) amino)-6-methylpyrido[3,4-d]pyrimidin-8-yl)-2,6-diazaspiro[3.4]octane-6-carboxylate